C(CC=CCC)C1(C(C(CC1)(C)C)=O)C 2-[3-hexen-1-yl]-2,5,5-trimethylcyclopentanone